[1,2,4]triazolo[4,3-b]pyridazin-3-carbonitrile N=1N=C(N2N=CC=CC21)C#N